8-oxabicyclo[3.2.1]oct-6-en-2-ol C12C(CCC(C=C1)O2)O